Methyl 3-[2-fluoro-4-(morpholinomethyl)anilino]-5-(methylamino)-6-(3-methylimidazo[4,5-c]pyridin-7-yl)pyrazine-2-carboxylate FC1=C(NC=2C(=NC(=C(N2)NC)C=2C3=C(C=NC2)N(C=N3)C)C(=O)OC)C=CC(=C1)CN1CCOCC1